FC=1C=NC=CC1C1=C(C=2C(NCC(C2N1)CC1OCC1)=O)I 2-(3-fluoropyridin-4-yl)-3-iodo-7-(oxetan-2-ylmethyl)-1H,5H,6H,7H-pyrrolo[3,2-c]pyridin-4-one